5-chloro-4-nitro-1-((2-(trimethylsilyl)ethoxy)methyl)-1H-pyrazole ClC1=C(C=NN1COCC[Si](C)(C)C)[N+](=O)[O-]